laurylarginine ethyl ester HCl Cl.C(C)OC([C@@H](NCCCCCCCCCCCC)CCCNC(N)=N)=O